O1CCC(CC1)C1=NC=2C(=NC=CC2[C@H]2CCN(CCC2)C(=O)OC(C)(C)C)N1 |r| (rac)-tert-butyl 4-(2-tetrahydropyran-4-yl-3H-imidazo[4,5-b]pyridin-7-yl)azepane-1-carboxylate